COC1=C(C=CC(=C1)CC=C)O 2-Methoxy-4-(prop-2-en-1-yl)phenol